13-(Acryloyloxy)-tridecyl methacrylate C(C(=C)C)(=O)OCCCCCCCCCCCCCOC(C=C)=O